NC=1C=C(C=C(C1)C(F)(F)F)C(C)NC=1C=2CN(CC2N2CCN=C2N1)C(=O)C1(CCOCC1)OC {4-[1-(3-Amino-5-trifluoromethyl-phenyl)-ethylamino]-1,3,7,8-tetrahydro-2,5,6,8a-tetraaza-as-indacen-2-yl}-(4-methoxy-tetrahydro-pyran-4-yl)-methanone